2-[2-(2-{2-[2-(Cyclooct-2-yn-1-yloxy)acetamido]acetamido}acetamido)acetamido]acetic acid C1(C#CCCCCC1)OCC(=O)NCC(=O)NCC(=O)NCC(=O)NCC(=O)O